C1(CCCCC1)[C@@H](C(=O)NC1=CC=C(C=C1)C=1C(=NNC1C)C)NC(=O)C1=CN=C2N1C=CC=C2 N-[(1S)-1-cyclohexyl-2-[4-(3,5-dimethyl-1H-pyrazol-4-yl)anilino]-2-oxo-ethyl]imidazo[1,2-a]pyridine-3-carboxamide